C(C1=CC=CC=C1)N1C(C(OC2=C1C=CC(=C2)[N+](=O)[O-])CO[Si](C2=CC=CC=C2)(C2=CC=CC=C2)C(C)(C)C)=O 4-benzyl-2-{[(tert-butyldiphenylsilyl)oxy]methyl}-7-nitro-2H-1,4-benzoxazin-3-one